C(C)(C)(C)OC(=O)N1C[C@H](CCC1)NC1=NC(=NC=C1C(=O)O)NC(C)C (S)-4-((1-(tert-Butoxycarbonyl)piperidin-3-yl)amino)-2-(isopropylamino)pyrimidine-5-carboxylic acid